[C@H]12CN(C[C@H](CC1)N2)C=2N=C(C(=C1C(=C(N=CC21)C2=CC(=CC1=CC=C(C(=C21)C#C)F)O)F)C)N2CC(C2)OC=2C=NN(C2)C 4-(8-((1R,5S)-3,8-diazabicyclo[3.2.1]octan-3-yl)-4-fluoro-5-methyl-6-(3-((1-methyl-1H-pyrazol-4-yl)oxy)azetidin-1-yl)-2,7-naphthyridin-3-yl)-5-ethynyl-6-fluoronaphthalen-2-ol